C1(CC1)S(=O)(=O)NC=1SC=C(N1)[C@@H](C(=O)NC1=CC=C(C=C1)C1=NC(=CN=C1)OC)OC (S)-2-(2-(cyclopropanesulfonamido)thiazol-4-yl)-2-methoxy-N-(4-(6-methoxypyrazin-2-yl)phenyl)acetamide